Methyl (S)-2-((4-(6-((4-carbamoyl-2-fluorobenzyl)oxy)pyridin-2-yl)piperidin-1-yl)methyl)-1-(oxetan-2-ylmethyl)-1H-benzo[d]imidazole-6-carboxylate C(N)(=O)C1=CC(=C(COC2=CC=CC(=N2)C2CCN(CC2)CC2=NC3=C(N2C[C@H]2OCC2)C=C(C=C3)C(=O)OC)C=C1)F